CN1C[C@H]([C@@H](CC1)NC1=C2C=C(N(C2=CC=C1)CC(F)(F)F)C1=NOC(=N1)CNC(OC(C)(C)C)=O)C Tert-butyl N-[[3-[4-[[(3R,4R)-1,3-dimethyl-4-piperidyl]amino]-1-(2,2,2-trifluoroethyl)indol-2-yl]-1,2,4-oxadiazol-5-yl]methyl]carbamate